1,1,3-Tris-(2-methyl-4-hydroxy-5-cyclohexyl-phenyl)butan CC1=C(C=C(C(=C1)O)C1CCCCC1)C(CC(C)C1=C(C=C(C(=C1)C1CCCCC1)O)C)C1=C(C=C(C(=C1)C1CCCCC1)O)C